(1S,3S)-3-((6-(5-chloro-3-(((((S)-1-phenylethoxy)carbonyl)amino)methyl)thiophen-2-yl)-2-methylpyridin-3-yl)oxy)cyclohexane-1-carboxylic acid ClC1=CC(=C(S1)C1=CC=C(C(=N1)C)O[C@@H]1C[C@H](CCC1)C(=O)O)CNC(=O)O[C@@H](C)C1=CC=CC=C1